FC=1C(NC(=NC1O)C1=NN(C(=C1)C1=NOC=C1)CC1=C(C=CC=C1)F)=O 5-fluoro-2-(1-(2-fluorobenzyl)-5-(isoxazol-3-yl)-1H-pyrazol-3-yl)-6-hydroxypyrimidin-4(3H)-one